C(C)(C)(C)OC(=O)N(C1CC2=C(SC(=C2I)C(=O)O)C1)C 5-[tert-butoxycarbonyl(methyl)amino]-3-iodo-5,6-dihydro-4H-cyclopenta[b]thiophene-2-carboxylic acid